OCCCC1=CC=C(C(=O)OC)C=C1 methyl 4-(3-hydroxypropyl)benzoate